3-((4-methylenedecan-3-yl)oxy)butyronitrile C=C(C(CC)OC(CC#N)C)CCCCCC